Tert-butyl (S)-4-(3-chloro-2,4-difluorophenyl)methylcarbamoyl-2-oxoimidazoline-1-carboxylate ClC=1C(=C(C=CC1F)CNC(=O)[C@H]1NC(N(C1)C(=O)OC(C)(C)C)=O)F